NC1=C(C(=NN1C(C)C)C=1C=NC(=NC1)CC(=O)O)C#N 2-[5-(5-Amino-4-cyano-1-isopropyl-pyrazol-3-yl)pyrimidin-2-yl]acetic acid